N-cyclopentyl-N-((1-ethyl-1,2,3,4-tetrahydroquinolin-6-yl)methyl)-3-(furan-2-ylmethyl)benzenesulfonamide C1(CCCC1)N(S(=O)(=O)C1=CC(=CC=C1)CC=1OC=CC1)CC=1C=C2CCCN(C2=CC1)CC